6-((exo-8-Azabicyclo[3.2.1]octan-3-yl)oxy)-N-(4-([1,2,4]triazolo[1,5-a]pyridin-7-yloxy)-3-methylphenyl)-7-methoxyquinazolin-4-amine C12CC(CC(CC1)N2)OC=2C=C1C(=NC=NC1=CC2OC)NC2=CC(=C(C=C2)OC2=CC=1N(C=C2)N=CN1)C